ClC1=C(C=CC=C1)[C@H](C(=O)N(C)OC)OCOC 2-(2-chlorophenyl)-N-methoxy-(R)-2-(methoxymethoxy)-N-methylacetamide